O=C1NC(CC[C@@H]1N1C(C2=CC=C(C=C2C1=O)N1CCC(CC1)CC1CCNCC1)=O)=O 2-[(3S)-2,6-dioxo-3-piperidyl]-5-[4-(4-piperidylmethyl)-1-piperidyl]isoindoline-1,3-dione